pyrrolo[3,4-c]pyrrole-1,4(2h,5h)-dione C1(NC=C2C1=CNC2=O)=O